1-(tert-butyl)-3-(1-(1-(2-fluoro-3-(trifluoromethoxy)phenyl)ethyl)-2-oxo-1,2-dihydroquinoxalin-6-yl)urea C(C)(C)(C)NC(=O)NC=1C=C2N=CC(N(C2=CC1)C(C)C1=C(C(=CC=C1)OC(F)(F)F)F)=O